5-nitro-4-phenylpyridin [N+](=O)([O-])C=1C(=CC=NC1)C1=CC=CC=C1